2-BORONO-1-METHYL-1H-INDOLE-5-CARBOXYLIC ACID B(O)(O)C=1N(C2=CC=C(C=C2C1)C(=O)O)C